ClC1=CC=C2C(=NC(N(C2=C1)C1=NC=CN=C1)=O)NC 7-chloro-4-(methylamino)-1-(pyrazin-2-yl)-quinazolin-2(1H)-one